2'-Chloro-5',7'-dihydrospiro[cyclohexane-1,8'-imidazo[1,2-e]purine] ClC=1N=CC=2NC=3N(C2N1)C1(CN3)CCCCC1